4-(6-(4-(piperazin-1-yl)phenyl)pyrazolo[1,5-a]pyrimidin-3-yl)quinolone N1(CCNCC1)C1=CC=C(C=C1)C=1C=NC=2N(C1)N=CC2C2=CC(NC1=CC=CC=C21)=O